[Ce].OC=1C=C(C[C@H](N)C(=O)O)C=CC1O 3,4-dihydroxyl-phenylalanine cerium